COC(=O)[C@H]1N(C[C@@H](C1)SC)C(=O)OC(C)(C)C (2s,4r)-4-(methylthio)pyrrolidine-1,2-dicarboxylic acid 1-tert-butyl 2-methyl ester